FC=1C=C(C=C(C1F)OC)[C@H]1[C@@H](C1)C=1C=NC(=NC1)C1=NC=CN=C1 trans-5-(2-(3,4-difluoro-5-methoxyphenyl)cyclopropyl)-2-(pyrazin-2-yl)pyrimidine